2-methoxy-4-(1,2-dihydroxyethyl)phenolate COC1=C(C=CC(=C1)C(CO)O)[O-]